C[Si](CCOCOC[C@H](C#C)C)(C)C trimethyl[2-({[(2s)-2-methyl-3-butynyl]oxy}methoxy)ethyl]silane